NC1CCN(CC1)C1=CC(=C(C(=N1)C1=CC(=C(C(=O)[O-])C=C1)F)C1=CC(=C(C=C1)OC)F)O 4-(6-(4-aminopiperidin-1-yl)-3-(3-fluoro-4-methoxyphenyl)-4-hydroxypyridin-2-yl)-2-fluorobenzoate